2-(2-aminopyrimidin-4-yl)-3-[[2-methoxy-3-(prop-1-yn-1-yl)phenyl]amino]-1H,5H,6H,7H-pyrrolo[3,2-c]pyridin-4-one NC1=NC=CC(=N1)C1=C(C=2C(NCCC2N1)=O)NC1=C(C(=CC=C1)C#CC)OC